C12C(CC(CC1)CC2)C(=O)N[C@@H](CCOC2CC(C2)CCC2=NC=1NCCCC1C=C2)C(=O)O N-(bicyclo[2.2.2]octane-2-carbonyl)-O-(3-(2-(5,6,7,8-tetrahydro-1,8-naphthyridin-2-yl)ethyl)cyclobutyl)homoserine